2,5-dimercaptomethyl-2,5-dimethyl-1,4-dithiacyclohexane SCC1(SCC(SC1)(C)CS)C